O[C@H]1[C@H]([C@@H](CC1)N1C(C(=CC2=C1N=C(N=C2)NC2C(CN(CC2([2H])[2H])S(=O)(=O)C([2H])([2H])[2H])([2H])[2H])C([2H])(F)F)=O)C (-)-8-((1R,2S,3R)-3-hydroxy-2-methylcyclopentyl)-6-(difluoromethyl-d)-2-((1-((methyl-d3)sulfonyl)piperidin-4-yl-3,3,5,5-d4)-amino)pyrido[2,3-d]pyrimidin-7(8H)-one